C(C)(C)(C)OC(=O)N1[C@@H](CC(C1)(C)C)C(=O)O (S)-1-(tert-butoxycarbonyl)-4,4-dimethylpyrrolidine-2-carboxylic acid